CN(S(=O)CCCC)C dimethylbutylsulfinamide